C(C)(C)(C)OC(=O)N1C(CCC(C1)O)C(=O)O 1-tert-butoxycarbonyl-5-hydroxy-piperidine-2-carboxylic acid